N-phenyl[1,1'-biphenyl]-4-amine C1(=CC=CC=C1)NC1=CC=C(C=C1)C1=CC=CC=C1